IN1N=CC=2C1=[N+](C=CC2)[O-] iodo-1H-pyrazolo[3,4-b]pyridine 7-oxide